P(=O)(OCC1=CC=CC=C1)(OCC1=CC=CC=C1)O[C@@H]1[C@@H](CCCC1)O Dibenzyl ((1S,2R)-2-hydroxycyclohexyl) phosphate